3-chloro-5-methoxyaniline ClC=1C=C(N)C=C(C1)OC